N-(4-(1-(3-cyanopropionyl)-2,5-dihydro-1H-pyrrol-3-yl)-1H-pyrrolo[2,3-b]pyridin-6-yl)cyclopropylcarboxamide C(#N)CCC(=O)N1CC(=CC1)C1=C2C(=NC(=C1)NC(=O)C1CC1)NC=C2